dimethyl-diethylammonium C[N+](CC)(CC)C